C(C1=CC=CC=C1)OC(=O)N1C(CNCC1)(C1CNC1)NC(C1=CC(=CC=C1)OC)=O 3-methoxybenzoylamino-azetidin-3-yl-piperazine-1-carboxylic acid benzyl ester